cis-2,6-nonadienealdehyde tert-butyl-(R)-(5-((3-chloro-2-(dimethylcarbamoyl)-6-nitrophenyl)amino)hexyl)carbamate C(C)(C)(C)N(C(O)=O)CCCC[C@@H](C)NC1=C(C(=CC=C1[N+](=O)[O-])Cl)C(N(C)C)=O.C(\C=C/CCC=CCC)=O